N[C@@H](C(=O)NC1=CC=C(C=C1)C1=C2C(=NC=C1)NC(=C2)C(F)F)CC(C)(C)C (2R)-2-Amino-N-[4-[2-(difluoromethyl)-1H-pyrrolo[2,3-b]pyridin-4-yl]phenyl]-4,4-dimethyl-pentanamide